[3-(trifluoromethyl)phenyl]piperidine-4-carboxylic acid FC(C=1C=C(C=CC1)N1CCC(CC1)C(=O)O)(F)F